(R*)-3-(4-Fluorophenyl)-N7-methyl-N5-(1-methyl-1H-pyrazol-4-yl)-2,3-dihydrobenzofuran-5,7-dicarboxamid FC1=CC=C(C=C1)[C@H]1COC2=C1C=C(C=C2C(=O)NC)C(=O)NC=2C=NN(C2)C |o1:7|